ClC1=C(C=2N=C(N=C(C2C=N1)N1CC(CCC1)CC#C)OC[C@]12CCCN2C[C@@H](C1)F)F 7-chloro-8-fluoro-2-(((2R,7aS)-2-fluorotetrahydro-1H-pyrrolizin-7a(5H)-yl)methoxy)-4-(3-(prop-2-yn-1-yl)piperidin-1-yl)pyrido[4,3-d]pyrimidine